2-(4-trifluoromethylphenyl)-7,8-dihydro-5H-thiopyrano[4,3-d]pyrimidin-4(3H)-one FC(C1=CC=C(C=C1)C=1NC(C2=C(N1)CCSC2)=O)(F)F